6'-(4-sulfobutoxy)-2',3'-dihydrospiro[cyclohexane-1,1'-indene]-4-carboxylic acid S(=O)(=O)(O)CCCCOC1=CC=C2CCC3(C2=C1)CCC(CC3)C(=O)O